C(C(=C)C)(=O)OCCCCCC(=O)O 6-Methacryloyloxyhexanoic acid